ethyl 5-hydroxy-2-(4-methoxy-2-(methoxymethyl-d2)phenyl)benzofuran-3-carboxylate OC=1C=CC2=C(C(=C(O2)C2=C(C=C(C=C2)OC)C([2H])([2H])OC)C(=O)OCC)C1